ClC1=CC=C(CN2C(=CC=3N(C(N(C(C32)=O)CCCO)=O)C)C#CC3CCCC3)C=C1 5-(4-chlorobenzyl)-6-(cyclopentylethynyl)-3-(3-hydroxypropyl)-1-methyl-1,5-dihydro-2H-pyrrolo[3,2-d]pyrimidine-2,4(3H)-dione